FC1=CC=2N(C=C1)C(=CN2)C2=C1CNC(C1=C(C=C2)NC2=NC=C(C=C2)[C@H](C)N2CCOCC2)=O (S)-4-(7-fluoro-imidazo[1,2-a]pyridin-3-yl)-7-((5-(1-morpholino-ethyl)pyridin-2-yl)amino)isoindolin-1-one